CN(S(=O)(=O)C=1C=C(C=CC1)NC(=O)C1=CSC=C1)C1=CC=CC=C1 N-(3-(N-methyl-N-phenylsulfamoyl)phenyl)thiophene-3-carboxamide